FC1=CC=C(CNC=2C=CC(=C(C2)C2=CC3=C(N=C(N=C3)NC=3C=NC(=CC3)C)C(N2C)=O)C)C=C1 6-(5-((4-Fluorobenzyl)amino)-2-methylphenyl)-7-methyl-2-((6-methylpyridin-3-yl)amino)pyrido[3,4-d]pyrimidin-8(7H)-one